O(C1=CC=CC=C1)C=1C=C(C=CC1)C=CC(=O)N1C(OC(C1)([2H])[2H])=O 3-(3-(3-phenoxyphenyl)acryloyl)oxazolidin-2-one-5,5-d2